C1(=CC=CC=C1)C=CC(C=CC1=CC=CC=C1)=O 1,5-diphenylpentan-1,4-diene-3-one